2-(5-(4-(2-(2-oxa-6-azaspiro[3.3]heptan-6-yl)ethoxy)-2-methylphenyl)pyridin-2-yl)-N-benzylacetamide C1OCC12CN(C2)CCOC2=CC(=C(C=C2)C=2C=CC(=NC2)CC(=O)NCC2=CC=CC=C2)C